C(#N)C1=CC(=NC(=C1)OCC1=C(C=C(C=C1)C#N)F)N1CCN(CC1)C(=O)[O-] 4-(4-cyano-6-((4-cyano-2-fluorobenzyl)oxy)pyridine-2-yl)piperazine-1-carboxylate